1-acetyl-4-[4-({(1R)-1-[3-(1,1-difluoro-2-hydroxyethyl)-2-fluorophenyl]ethyl}amino)-2-methylpyrido[3,4-d]pyrimidin-6-yl]-1,4lambda5-azaphosphinan-4-one C(C)(=O)N1CCP(CC1)(=O)C1=CC2=C(N=C(N=C2N[C@H](C)C2=C(C(=CC=C2)C(CO)(F)F)F)C)C=N1